2'-deoxy-2,2'-difluoro-adenosine FC=1N=C(C=2N=CN([C@H]3[C@@H]([C@H](O)[C@@H](CO)O3)F)C2N1)N